BrC=1N=NN(C1C(=O)O)C(C)(C)C 4-Bromo-1-(tert-butyl)-1H-1,2,3-triazole-5-carboxylic acid